BrC1=CC(=C(CNC(=O)C2=CN=C(S2)C(C)(C)C)C=C1)C N-(4-bromo-2-methylbenzyl)-2-(tert-butyl)thiazole-5-carboxamide